2-(2,5-difluorophenyl)pyrrolidine (R)-2-hydroxy-succinate O[C@@H](C(=O)O)CC(=O)O.FC1=C(C=C(C=C1)F)C1NCCC1